C(C)(C)(C)OC([C@@H](CCC(C)I)NC(=O)OC(C)(C)C)=O.C(C=C)(=O)N1CC(CC1)C=1N=C(N2C(=NC=CC21)N)C2=CC=C(C(=O)NC1=NC=CC(=C1)C#N)C=C2 4-(1-(1-acryloylpyrrolidin-3-yl)-5-aminoimidazo[1,5-c]pyrimidin-3-yl)-N-(4-cyanopyridin-2-yl)benzamide tert-butyl-(2R)-2-((tert-Butoxycarbonyl)amino)-5-iodohexanoate